methyl (R)-4-(3-((tert-butoxycarbonyl)amino)-3-methylpyrrolidin-1-yl)butanoate C(C)(C)(C)OC(=O)N[C@]1(CN(CC1)CCCC(=O)OC)C